CN(CCCCCCCCSC=1C=C2CN(C(C2=CC1)=O)C1C(NC(CC1)=O)=O)C 3-(5-((8-(dimethylamino)octyl)thio)-1-oxoisoindolin-2-yl)piperidine-2,6-dione